NC1=NC(N(C=C1)C1OC(C(C1F)O)(CO)CCl)=O 4-amino-1-(5-(chloromethyl)-3-fluoro-4-hydroxy-5-(hydroxymethyl)tetrahydrofuran-2-yl)pyrimidin-2(1H)-one